ClC=1C=C(OC2C(C(C2(C)C)N2C(C3=CC=C(C=C3C2)C=2N=NN(C2)CCCCOCC(=O)OC(C)(C)C)=O)(C)C)C=CC1C#N t-butyl 2-(4-(4-(2-((1r,3r)-3-(3-chloro-4-cyanophenoxy)-2,2,4,4-tetramethylcyclobutyl)-1-oxoisoindolin-5-yl)-1H-1,2,3-triazol-1-yl)butoxy)acetate